COC1=CC=C(C=N1)C=1C=C(C=C(C1)S(=O)(=O)C1=CC=CC=C1)N1CCOCC1 4-(3-(6-methoxypyridin-3-yl)-5-(phenylsulfonyl)phenyl)morpholine